FC=1C=C2C(=CNC2=CC1F)CCN(C(C)C)C N-(2-(5,6-difluoro-1H-indol-3-yl)ethyl)-N-methylpropan-2-amine